1-[3-fluoro-5-isobutyl-2-(2H-tetrazol-5-yl)phenyl]-4-[(3-methyl-2-pyridyl)methyl]piperazine FC=1C(=C(C=C(C1)CC(C)C)N1CCN(CC1)CC1=NC=CC=C1C)C=1N=NNN1